6-(azetidin-1-yl)-4-fluoro-1-benzofuran-2-carboxylic acid N1(CCC1)C1=CC2=C(C=C(O2)C(=O)O)C(=C1)F